C(CC(C(=O)NC(CCCN)C(=O)NC(CCCN)C(=O)O)N)CN triornithine